2-(4-methoxyphenyl)-5-oxooxazol COC1=CC=C(C=C1)C1OC(C=N1)=O